C(C)(C)(C)OC(=O)N1CC2(CC1)CCCCC2 2-azaspiro[4.5]decane-2-carboxylic acid tert-butyl ester